4-(furan-2-yl)-6-[5-({6-[(2-methoxyethoxy)methyl]pyridin-2-yl}oxy)-1H-1,2,3-benzotriazol-1-yl]pyrimidin-2-amine O1C(=CC=C1)C1=NC(=NC(=C1)N1N=NC2=C1C=CC(=C2)OC2=NC(=CC=C2)COCCOC)N